C1(CCC(=O)OCCCCCO1)=O pentylene succinate